N1(CCSCC1)CCCCCCCCCCC(=O)N 11-thiomorpholinylundecanamide